1-methyl-N3-(3-(pyridin-4-yl)thieno[3,2-b]pyridin-5-yl)-1H-pyrazole-3,5-diamine CN1N=C(C=C1N)NC1=CC=C2C(=N1)C(=CS2)C2=CC=NC=C2